FC1=CC=C(C=C1)C1=C(N=C(O1)N1CCCC1)N1C(N=C2C(=C1)C=CN2C(F)(F)F)=O 3-[5-(4-fluorophenyl)-2-(pyrrolidin-1-yl)-1,3-oxazol-4-yl]-7-(trifluoromethyl)-2H,3H,7H-pyrrolo[2,3-d]pyrimidin-2-one